N-[3-(ethanesulfonyloxy)phenyl]-N'-[3-(propanesulfonyloxy)phenyl]urea C(C)S(=O)(=O)OC=1C=C(C=CC1)NC(=O)NC1=CC(=CC=C1)OS(=O)(=O)CCC